Itaconic acid monohydroxyethyl ester OCCOC(C(=C)CC(=O)O)=O